(1S,3R)-methyl 3-(8-amino-1-bromoimidazo[1,5-a]pyrazin-3-yl)-1,2,2-trimethylcyclopentanecarboxylate NC=1C=2N(C=CN1)C(=NC2Br)[C@H]2C([C@](CC2)(C(=O)OC)C)(C)C